(2R,3S,4S,5S,6S)-2,3,4,5,6,7-hexahydroxyheptanal O[C@@H](C=O)[C@H]([C@H]([C@H]([C@H](CO)O)O)O)O